(3-chloro-5'-fluoro-2'-hydroxy-3'-(2-(piperazin-1-yl)pyridin-4-yl)-[1,1'-biphenyl]-4-yl)-1-methyl-1H-1,2,4-triazol-5(4H)-one ClC=1C=C(C=CC1C1=NN(C(N1)=O)C)C1=C(C(=CC(=C1)F)C1=CC(=NC=C1)N1CCNCC1)O